CCCCC/C=C\C/C=C\C/C=C\CCCCCCC(=O)O[C@H](COC(=O)CCCCC/C=C\C/C=C\C/C=C\C/C=C\CCCCC)COP(=O)(O)OC[C@@H](C(=O)O)N 1-(7Z,10Z,13Z,16Z-docosatetraenoyl)-2-(8Z,11Z,14Z-eicosatrienoyl)-glycero-3-phosphoserine